(1R,3S)-3-(3-((3-(methylamino)-1,2,4-triazin-5-yl)amino)-1H-pyrazol-5-yl)cyclopentyl(1-methylcyclopropyl)carbamate CNC=1N=NC=C(N1)NC1=NNC(=C1)[C@@H]1C[C@@H](CC1)N(C([O-])=O)C1(CC1)C